Cl.Cl.NCCC1=CC=C(C=C1)NC(C1=CC(=C(C=C1)C=1CCNCC1)F)=O N-[4-(2-aminoethyl)phenyl]-3-fluoro-4-(1,2,3,6-tetrahydropyridin-4-yl)benzamide 2HCl salt